trans-(trans)-4-(2-oxo-propyl)-4'-ethyl-1,1'-bicyclohexane O=C(CC1CCC(CC1)C1CCC(CC1)CC)C